4-(((6-((5,6-difluoroisoindolin-2-yl)methyl)-4-oxo-4H-pyran-3-yl)oxy)methyl)-N,N-dimethylbenzamide FC=1C=C2CN(CC2=CC1F)CC1=CC(C(=CO1)OCC1=CC=C(C(=O)N(C)C)C=C1)=O